C(C)(=O)C1=C2CN(C(C2=CC(=C1)C)=O)C1CC2=CC=C(C=C2C1)S(=O)(=O)N 2-(4-acetyl-6-methyl-1-oxo-isoindolin-2-yl)indane-5-sulfonamide